NC=1C2=C(N(C(N1)=O)C1=C(C(=CC=C1)F)Cl)N=C(C=C2)C2CC2 (+)-4-amino-1-(2-chloro-3-fluorophenyl)-7-cyclopropylpyrido[2,3-d]pyrimidin-2(1H)-one